acetic acid [(4,4-difluoro-cyclohexylmethyl)-(2-oxo-ethyl)-carbamoyl]-methyl ester FC1(CCC(CC1)CN(C(=O)COC(C)=O)CC=O)F